Bismuth Vanadium tetraoxide [O-2].[O-2].[O-2].[O-2].[V+5].[Bi+3]